ClC1=C(C(=CC=C1)OC)NC=1C=C2C(=NC1C)N(N=C2)C=2C=C(SC2)C(=O)NC2COC2 4-(5-((2-chloro-6-methoxyphenyl)amino)-6-methyl-1H-pyrazolo[3,4-b]pyridin-1-yl)-N-(oxetan-3-yl)thiophene-2-carboxamide